CC1=C(N=C(C2=CC=CC=C12)C(=O)N)C dimethylisoquinoline-1-carboxamide